ClC1=CC(=C(C=2OC3(CCC(CC3)CN3CC(C3)CF)OC21)C)C(=O)OC methyl 4-chloro-4'-{[3-(fluoromethyl) azetidin-1-yl] methyl}-7-methylspiro[1,3-benzodioxole-2,1'-cyclohexane]-6-carboxylate